(7-Cyano-5-(trifluoromethyl)benzo[b]thiophen-2-yl)boronic acid C(#N)C1=CC(=CC2=C1SC(=C2)B(O)O)C(F)(F)F